3-(3-fluoro-4-(methoxycarbonyl)phenyl)propanoic acid FC=1C=C(C=CC1C(=O)OC)CCC(=O)O